N1(N=CC=C1)C=1N=CC=2N(C1)N=CC2C(=O)OCC ethyl 6-(1H-pyrazol-1-yl)pyrazolo[1,5-a]pyrazine-3-carboxylate